FC1=C2C(NC(N(C2=CC=C1)CC1=CC(=C(C=C1)F)C(=O)N1CCC(CC1)C1=CC=C(C=C1)[N+](=O)[O-])=O)=O 5-Fluoro-1-(4-fluoro-3-{[4-(4-nitrophenyl)piperidin-1-yl]carbonyl}benzyl)quinazoline-2,4(1H,3H)-dione